(R)-6-chloro-3-((1-(2-(3-fluoro-4-(1-methyl-1H-pyrazol-4-yl)phenyl)-3,6-dimethyl-4-oxo-3,4-dihydroquinazolin-8-yl)ethyl)amino)-N-(methylsulfonyl)picolinamide ClC1=CC=C(C(=N1)C(=O)NS(=O)(=O)C)N[C@H](C)C=1C=C(C=C2C(N(C(=NC12)C1=CC(=C(C=C1)C=1C=NN(C1)C)F)C)=O)C